Cl.Cl.NCCCN(C(CCC(=O)OC1CCC2C3CCC4CCCC4C3C(C=C2C1)[C@H](C)CCCC(C)C)=O)CCCN 7-((R)-6-methylheptan-2-yl)-2,3,4,7,8,9,10,11,12,13,14,15,16,17-tetradecahydro-1H-cyclopenta[a]phenanthren-3-yl 4-(bis(3-aminopropyl)amino)-4-oxobutanoate dihydrochloride